O=C(C(=O)O)C(CC1=CC=CC=C1)NC(=O)C1=NSN=C1C1=CC=CC=C1 2-oxo-4-phenyl-3-(4-phenyl-1,2,5-thiadiazole-3-carboxamido)butanoic Acid